(3R)-1-[3-[[2-Fluoro-4-(trifluoromethyl)phenyl]methoxy]azetidine-1-carbonyl]pyrrolidine-3-carboxamide FC1=C(C=CC(=C1)C(F)(F)F)COC1CN(C1)C(=O)N1C[C@@H](CC1)C(=O)N